COC=1C(=NC(=C(C1)CCCCC(F)(F)F)OC)CCNC(OC(C)(C)C)=O tert-butyl N-{2-[3,6-dimethoxy-5-(5,5,5-trifluoropentyl)pyridin-2-yl]ethyl}carbamate